(2R,6R)-4-(3-(4-(1H-pyrazol-4-yl)phenyl)imidazo[1,2-b]pyridazin-6-yl)-2,6-dimethylmorpholine N1N=CC(=C1)C1=CC=C(C=C1)C1=CN=C2N1N=C(C=C2)N2C[C@H](O[C@@H](C2)C)C